O[C@@H](C(=O)[O-])[C@H](CO)O.[Mg+2].O[C@@H](C(=O)[O-])[C@H](CO)O magnesium (2R,3S)-2,3,4-trihydroxybutanoate